(Z)-2-nonenyl 8-({7-[(Z)-2-octenyloxycarbonyl]-2-[(tert-butyl)bis(methyl)siloxy]heptyl}(3-aminopropyl)amino)-7-[(tert-butyl)bis(methyl) siloxy]octanoate C(\C=C/CCCCC)OC(=O)CCCCCC(CN(CC(CCCCCC(=O)OC\C=C/CCCCCC)O[Si](C)(C)C(C)(C)C)CCCN)O[Si](C)(C)C(C)(C)C